C(C)(=O)OC(COC)C 2-methoxyl-1-methylethyl acetate